N-lauroyl-L-glutamic acid methyl-3,3-difluoro-1-azabicyclo[3.2.0]heptane-5-carboxylate CC1N2CCC2(CC1(F)F)C(=O)O.C(CCCCCCCCCCC)(=O)N[C@@H](CCC(=O)O)C(=O)O